C(C)N1C2=CC=CC=C2C=2C=C(C=CC12)CNCCCO ((9-ethyl-9H-carbazole-3-yl)methyl)(3-hydroxypropyl)amine